(R)-methyl 4-bromo-2-phenyl-5-(trifluoromethyl)-2,3-dihydrobenzofuran-2-carboxylate BrC1=C(C=CC2=C1C[C@](O2)(C(=O)OC)C2=CC=CC=C2)C(F)(F)F